COC1=CC(=C(C=C1)S(=O)(=O)N1N=C(C=C1)C(=O)NCC1=NC=CN=C1)C 1-(4-methoxy-2-methylbenzene-1-sulfonyl)-N-[(pyrazin-2-yl)methyl]-1H-pyrazole-3-carboxamide